2-[4-(3-chloro-4-methylphenyl)-2,6-di(propan-2-yl)phenyl]-N-[4-[(dimethylamino)methyl]phenyl]sulfonylacetamide ClC=1C=C(C=CC1C)C1=CC(=C(C(=C1)C(C)C)CC(=O)NS(=O)(=O)C1=CC=C(C=C1)CN(C)C)C(C)C